7β-Hydroxycholest-4-en O[C@@H]1[C@H]2[C@@H]3CC[C@H]([C@@H](CCCC(C)C)C)[C@]3(CC[C@@H]2[C@]2(CCCC=C2C1)C)C